chloro-cyano-diethanolamine ClC(N(CCO)C#N)CO